FC(C1=NC=CC=C1C(=O)NC1=CC=C(C=N1)C(=O)O)(F)F 6-[2-(trifluoromethyl)pyridine-3-amido]pyridine-3-carboxylic acid